benzyl 4-[[3-(tert-butoxycarbonylamino)-1-oxaspiro[4.5]decan-8-yl]sulfanylmethyl]-4-hydroxy-piperidine-1-carboxylate C(C)(C)(C)OC(=O)NC1COC2(C1)CCC(CC2)SCC2(CCN(CC2)C(=O)OCC2=CC=CC=C2)O